OCCCCOC(C(=C)C)=O Hydroxybutylmethacrylat